OCC=1C=C(C=CC1)C(C#N)(C)C 2-(3-(hydroxymethyl)phenyl)-2-methylpropanenitrile